FC(C(C(C(F)(F)F)(F)F)(F)F)(S(=O)(=O)O)F.FC(C(C(F)(F)F)(F)F)(S(=O)(=O)O)F perfluoropropanesulfonic acid, perfluorobutanesulfonic acid salt